(E)-1-(2,6-dimethoxypyridin-4-yl)-2-methyl-3-(3,4,5-trimethoxyphenyl)-propan-2-en-1-one COC1=NC(=CC(=C1)C(\C(=C\C1=CC(=C(C(=C1)OC)OC)OC)\C)=O)OC